(5-(4-(diethylamino)-2,6-difluorophenyl)-1,2,4-oxadiazol-3-yl)-2,3-dihydroindole-5-carbaldehyde C(C)N(C1=CC(=C(C(=C1)F)C1=NC(=NO1)C1NC2=CC=C(C=C2C1)C=O)F)CC